N-[(1R)-1-[2-fluoro-5-nitro-3-(trifluoromethyl)phenyl]ethyl]-5-methyl-1-[5-(3-methyltriazol-4-yl)-3-pyridyl]-6-oxo-pyridazine-3-carboxamide FC1=C(C=C(C=C1C(F)(F)F)[N+](=O)[O-])[C@@H](C)NC(=O)C1=NN(C(C(=C1)C)=O)C=1C=NC=C(C1)C=1N(N=NC1)C